O=C1NC(CCC1NC=1C=C(C=CC1)C#CCNC(C1=NC=C(C=C1OC(C)C)C=1N=CC2=C(C=CC=C2C1)C1=CC2=C(N(C(N2C)=O)C)C(=C1)C(C)C)=O)=O N-(3-(3-((2,6-Dioxopiperidin-3-yl)amino)phenyl)prop-2-yn-1-yl)-3-isopropoxy-5-(8-(7-isopropyl-1,3-dimethyl-2-oxo-2,3-dihydro-1H-benzo[d]imidazol-5-yl)isoquinolin-3-yl)picolinamide